2-(4-Chloro-3-(difluoromethyl)phenyl)-4,4,5,5-tetramethyl-1,3,2-dioxaborolane ClC1=C(C=C(C=C1)B1OC(C(O1)(C)C)(C)C)C(F)F